ClC1=C(C=CC=C1)N1N=C(C2=CC=CC=C12)N 1-(2-chlorophenyl)-1H-indazole-3-amine